(R)-2-(2-((6-(1-aminoisoquinolin-7-yl)-2,3-dihydro-1H-inden-1-yl)oxy)-6-cyanophenyl)acetic acid NC1=NC=CC2=CC=C(C=C12)C1=CC=C2CC[C@H](C2=C1)OC1=C(C(=CC=C1)C#N)CC(=O)O